ClC=1C=C2C(=C3C1NC(NC31CCCCC1)=O)OC(=N2)C(=O)N2CCC(CC2)OC 5-chloro-2-(4-methoxypiperidine-1-carbonyl)-7,8-dihydro-6H-spiro[[1,3]oxazolo[5,4-f]quinazoline-9,1'-cyclohexane]-7-one